tert-Butyl (1R,4R,5S)-5-((6-(2-cyanoethyl)-7-(2,3-dichlorophenyl)-8-fluoro-3-iodo-2-((R)-1-((4-methoxybenzyl)oxy)ethyl)quinolin-4-yl)amino)-2-azabicyclo[2.1.1]hexane-2-carboxylate C(#N)CCC=1C=C2C(=C(C(=NC2=C(C1C1=C(C(=CC=C1)Cl)Cl)F)[C@@H](C)OCC1=CC=C(C=C1)OC)I)N[C@H]1[C@H]2CN([C@@H]1C2)C(=O)OC(C)(C)C